C1(=CC=CC=C1)C(C1=CC=CC=C1)=[Hf](C1=C(C=CC=2C3=CC=C(C=C3CC12)C)C)C1C=CC=C1 diphenylmethylene(cyclopentadienyl)(2,7-dimethylfluorenyl)hafnium